ClC1=CC=2C(N=C1)=NN(C2)C=2C=C(C=CC2F)N2CC(C2)F N-(3-{5-chloro-2H-pyrazolo[3,4-b]pyridin-2-yl}-4-fluorophenyl)-3-fluoroazetidine